[PH2](=O)NN phosphinic hydrazide